ClC=1C=C(C2=C(OC(OC2C)(C2CCC(CC2)C2=NC=CC=C2)C)C1)C(=O)NCC=1C(NC(=CC1SC)C)=O 7-chloro-2,4-dimethyl-N-((6-methyl-4-(methylthio)-2-oxo-1,2-dihydropyridin-3-yl)methyl)-2-(4-(pyridin-2-yl)cyclohexyl)benzo[d][1,3]dioxine-5-carboxamide